CS(=O)(=O)OCCC\C=C/CCCCC (4Z)-dec-4-en-1-yl methanesulfonate